5-phenyl-pyrrole-2-carboxamide C1(=CC=CC=C1)C1=CC=C(N1)C(=O)N